(4-(2-(4-methylpiperazin-1-yl)acetamido)phenyl)arsonous acid CN1CCN(CC1)CC(=O)NC1=CC=C(C=C1)[As](O)O